N-(3-bromo-5-(methylsulfonamido)phenyl)-1-(5-methylpyridin-2-yl)-1H-pyrazole-4-carboxamide BrC=1C=C(C=C(C1)NS(=O)(=O)C)NC(=O)C=1C=NN(C1)C1=NC=C(C=C1)C